C(#N)CC=1C=NNC1 4-(cyanomethyl)-1H-pyrazole